N1-(1H-benzimidazol-2-ylmethyl)-N1-(S)-5,6,7,8-tetrahydro-quinolin-8-yl-butane-1,4-diamine N1C(=NC2=C1C=CC=C2)CN(CCCCN)C2CCCC=1C=CC=NC21